N2-Isobutyryl-5'-O-(4,4'-Dimethoxytrityl)-2'-O-(3,4-Diacetoxybutoxymethyl)Guanosine C(C(C)C)(=O)NC=1NC(C=2N=CN([C@H]3[C@H](OCOCCC(COC(C)=O)OC(C)=O)[C@H](O)[C@@H](COC(C4=CC=C(C=C4)OC)(C4=CC=C(C=C4)OC)C4=CC=CC=C4)O3)C2N1)=O